ClC1=C(C(=CC(=C1)Cl)Cl)CC(=O)O 2,4,6-trichlorophenylacetic acid